C1=CC=CC=2C3=CC=CC=C3C(C12)COC(=O)NC(C(=O)O)CCCCN 2-((((9H-fluoren-9-yl)methoxy)carbonyl)amino)-6-aminohexanoic acid